C(C1=CC=CC=C1)OC(=O)N1CCN(CC1)C(=O)O piperazine-1,4-dicarboxylic acid 1-benzyl ester